C1=CC(=CC=C1[N+](=O)[O-])OC2[C@@H]([C@H]([C@@H]([C@H](O2)C(=O)O)O[C@@H]3[C@@H]([C@H]([C@@H]([C@H](O3)COS(=O)(=O)O)O[C@H]4[C@@H]([C@H]([C@@H]([C@H](O4)C(=O)O)O[C@@H]5[C@@H]([C@H]([C@@H]([C@H](O5)COS(=O)(=O)O)O[C@H]6[C@@H]([C@H]([C@@H]([C@H](O6)C(=O)O)O[C@@H]7[C@@H]([C@H]([C@@H]([C@H](O7)COS(=O)(=O)O)O[C@H]8[C@@H]([C@H]([C@@H]([C@H](O8)C(=O)O)O[C@@H]9[C@@H]([C@H]([C@@H]([C@H](O9)COS(=O)(=O)O)O)O)NS(=O)(=O)O)O)O)O)NS(=O)(=O)O)O)OS(=O)(=O)O)O)NS(=O)(=O)O)O)OS(=O)(=O)O)O)NS(=O)(=O)O)O)O The molecule is an amino octasaccharide comprising four D-GlcNS(6S) residues, two D-GlcA(2S) residues and two D-GlcA residues (with one at the reducing end joined to 4-nitrophenol via a glycosidic linkage). It is an amino octasaccharide, a carbohydrate acid derivative and an oligosaccharide sulfate.